(R)-N'-((1,2,3,5,6,7-hexahydrodicyclopenta[b,e]pyridin-8-yl)carbamoyl)-4-(2-hydroxypropan-2-yl)-5-methylthiophene-2-sulfonimidamide C1CCC2=NC3=C(C(=C21)NC(=O)N=[S@](=O)(N)C=2SC(=C(C2)C(C)(C)O)C)CCC3